OCCCCCC(CCC)=O 1-hydroxy-nonane-6-one